COC(C1=CC=CC=C1)C1(C=CC2=CC=CC=C12)C(C1=CC=CC=C1)OC 1,1-bis(α-methoxybenzyl)indene